C(C1=CC=CC=C1)ON1[C@@H]2CC[C@H](N(C1=O)C2)C(=N)NS(=O)(=O)N (2S,5R)-6-(benzyloxy)-7-oxo-N-aminosulfonyl-1,6-diazabicyclo[3.2.1]octan-2-carboxamidine